N2-(3-fluoro-4-(piperazin-1-yl)phenyl)-N4-(8-methylcinnolin-4-yl)pyrimidine-2,4-diamine FC=1C=C(C=CC1N1CCNCC1)NC1=NC=CC(=N1)NC1=CN=NC2=C(C=CC=C12)C